ethyl 2-(2-((5-(3-(aminomethyl)phenyl)-1-cyclobutyl-1H-indazol-3-yl)methoxy)phenyl)acetate NCC=1C=C(C=CC1)C=1C=C2C(=NN(C2=CC1)C1CCC1)COC1=C(C=CC=C1)CC(=O)OCC